C(C1=CC=CC=C1)C(C(=O)N)C1=CC=CC2=CC=C(C=C12)Cl benzyl-2-(7-chloronaphthalen-1-yl)acetamide